C(C)(C)(C)OC(NS(NCC1CCN(CC1)C1=NNC(C2=CC(=C(C=C12)OC)OC)=O)(=O)=O)=O N-((1-(6,7-dimethoxy-4-oxo-3,4-dihydro-phthalazin-1-yl)piperidin-4-yl)methyl)sulfamoyl-carbamic acid tert-butyl ester